N-[2-(4-isopropylpiperazin-1-yl)ethyl]-1,5-naphthyridin-3-amine C(C)(C)N1CCN(CC1)CCNC=1C=NC2=CC=CN=C2C1